O=C(CCC(=O)NCC1=C(C=CC=C1)C(F)(F)F)N1C(C2=CC=CC=C2CC1)C1=C(C=CC=C1)C 4-Oxo-4-(1-(2-tolyl)-3,4-dihydro-1H-isoquinolin-2-yl)-N-[[2-(trifluoromethyl)-phenyl]methyl]butyric acid amide